3-((6-cyclobutoxy-2-methylpyridin-3-yl)oxy)-5-methyl-N-(3-(S-methylsulfonyl)phenyl)-6-(trifluoromethyl)pyridazine-4-carboxamide C1(CCC1)OC1=CC=C(C(=N1)C)OC=1N=NC(=C(C1C(=O)NC1=CC(=CC=C1)S(=O)(=O)C)C)C(F)(F)F